FC1(CC(C1)C(=O)NC(C)C1=CC=C(C=C1)NC(OCC1=CN=CO1)=O)F oxazol-5-ylmethyl (4-(1-(3,3-difluorocyclobutane-1-carboxamido)ethyl)phenyl)carbamate